N-{3-cyano-[1,1'-biphenyl]-2-yl}-4-{5-[(1S,2S)-2-fluorocyclopropyl]-1,2,4-oxadiazol-3-yl}-4-methylpiperidine-1-carboxamide C(#N)C=1C(=C(C=CC1)C1=CC=CC=C1)NC(=O)N1CCC(CC1)(C)C1=NOC(=N1)[C@H]1[C@H](C1)F